C(C1=CC=CC=C1)OC(=O)N1C[C@@H](N([C@@H](C1)C)CCOC=1C=CC=C2C(=NN(C12)C)N(C(=O)N)CCC(=O)OCC)C.C(#N)CCOCCCOCCC#N 1,3-bis(2-cyanoethoxy)propane benzyl-(3s,5r)-4-(2-((3-(1-(3-ethoxy-3-oxopropyl)ureido)-1-methyl-1H-indazol-7-yl)oxy)ethyl)-3,5-dimethylpiperazine-1-carboxylate